BrC=1C=C(C(=NC1)F)C(CC(=O)O)(F)F 5-bromo-β,β,2-trifluoro-3-pyridinepropanoic acid